C(C1=CC=CC=C1)(=O)OCC1CCC(CC1)COC=C 4-(vinyloxymethyl)cyclohexylmethyl benzoate